C(OC1=CC=C(C=C1)C1=CC=CC=C1)(OC1=CC=CC=C1)=O biphenyl-4-yl phenyl carbonate